N-(1,3-dihydroxypropan-2-yl)-1-(4-(3-((1r,3r,5S,7r)-3,5-dimethyladamantan-1-yl)ureido)-3-fluorobenzoyl)piperidine-4-carboxamide OCC(CO)NC(=O)C1CCN(CC1)C(C1=CC(=C(C=C1)NC(=O)NC12C[C@]3(C[C@](CC(C1)C3)(C2)C)C)F)=O